1-{[2-(trimethylsilyl)ethoxy]Methyl}-1H-pyrazole-3-carboxylic acid methyl ester COC(=O)C1=NN(C=C1)COCC[Si](C)(C)C